(1s,3s)-3-amino-4-difluoromethylene-1-cyclopentanoic acid N[C@H]1C[C@H](CC1=C(F)F)C(=O)O